6-chloro-N-(5-fluoro-2-methoxy-4-(2,2,2-trifluoroethyl)phenyl)pyrazolo[1,5-a]pyridine-3-sulfonamide ClC=1C=CC=2N(C1)N=CC2S(=O)(=O)NC2=C(C=C(C(=C2)F)CC(F)(F)F)OC